4-(4-aminophenoxy)-2-ethylphenylbenzenamine NC1=CC=C(OC2=CC(=C(C=C2)C2=C(C=CC=C2)N)CC)C=C1